OC[C@@H](CC(C)C)NC1=NC(=NC(=N1)C[C@@H](C)C1=CC=CC=C1)NS(=O)(=O)C N-(4-(((R)-1-Hydroxy-4-methylpentan-2-yl)amino)-6-((R)-2-phenylpropyl)-1,3,5-triazin-2-yl)methanesulfonamide